[5-(6-Aminohexyl)-3-methyl-2-oxo-1,3-benzodiazol-1-yl]piperidine-2,6-dione hydrochloride Cl.NCCCCCCC1=CC2=C(N(C(N2C)=O)N2C(CCCC2=O)=O)C=C1